oxo-7',7a'-dihydro-3'H-spiro[piperidine-4,2'-pyrrolo[2,1-b]oxazole]-1-carboxylic acid benzyl ester C(C1=CC=CC=C1)OC(=O)N1CCC2(C(N3C(O2)CC=C3)=O)CC1